1,19-dihydroxynonadecan-10-one OCCCCCCCCCC(CCCCCCCCCO)=O